(R)-N-((R)-cyclopropyl-(2,5-difluoro-4-(trifluoromethyl)phenyl)methyl)-2-methylpropane-2-sulfinamide C1(CC1)[C@@H](N[S@](=O)C(C)(C)C)C1=C(C=C(C(=C1)F)C(F)(F)F)F